5-amino-8-(2-methoxy-6-methyl-4-pyridyl)-2-[(1-methylimidazol-2-yl)methyl]-7-phenyl-[1,2,4]triazolo[4,3-c]pyrimidin-3-one NC1=NC(=C(C=2N1C(N(N2)CC=2N(C=CN2)C)=O)C2=CC(=NC(=C2)C)OC)C2=CC=CC=C2